((S)-(perfluorophenoxy)(phenyl)phosphoryl)-L-alanine isopropyl ester C(C)(C)OC([C@@H](N[P@](=O)(C1=CC=CC=C1)OC1=C(C(=C(C(=C1F)F)F)F)F)C)=O